C(C1=CC=CC=C1)OCCCC1=NC=2C(=C3C(=NC2)C=C(S3)Br)N1C 2-(3-(benzyloxy)propyl)-7-bromo-1-methyl-1H-imidazo[4,5-d]thieno[3,2-b]pyridine